vinyl-octadecene C(=C)C=CCCCCCCCCCCCCCCCC